6-chloro-1-(4-ethyl-1,3-thiazol-5-yl)-7-(2-fluorophenyl)-4-((2S)-2-methyl-4-(2-propenoyl)-1-piperazinyl)pyrido[2,3-d]pyrimidin-2(1H)-one ClC1=CC2=C(N(C(N=C2N2[C@H](CN(CC2)C(C=C)=O)C)=O)C2=C(N=CS2)CC)N=C1C1=C(C=CC=C1)F